Cyclobutyl (1R,3R)-3-(6-fluoro-5-(((R)-1-(5-fluoro-2-hydroxypyridin-3-yl)ethyl)amino)pyrazolo[1,5-c]pyrimidine-3-carboxamido)-4-methylbenzenesulfonate FN1CN2C(C=C1N[C@H](C)C=1C(=NC=C(C1)F)O)=C(C=N2)C(=O)NC=2C=C(C=CC2C)S(=O)(=O)OC2CCC2